cis-3-amino-2-(3-bromobenzyl)pyrrolidine-1-carboxylic acid tert-butyl ester C(C)(C)(C)OC(=O)N1[C@H]([C@H](CC1)N)CC1=CC(=CC=C1)Br